(1S,3a'S,Z)-4-(2-(4-(trifluoromethyl)phenyl)hydrazono)-1',2',3',3a',4',5'-hexahydrospiro[cyclohexane-1,6'-indolo[3,2,1-de][1,5]naphthyridin] FC(C1=CC=C(C=C1)NN=C1CCC2(N3C4=C(CCN[C@H]4CC2)C=2C=CC=CC23)CC1)(F)F